N-(2-((Dimethylamino)methyl)quinolin-8-yl)-1-phenylmethanesulfonamide CN(C)CC1=NC2=C(C=CC=C2C=C1)NS(=O)(=O)CC1=CC=CC=C1